N-phenacyl-bromopyridine C(C(=O)C1=CC=CC=C1)N1C(C=CC=C1)Br